2,3,8-trimethyl-7-(3-(6-methylpyridin-3-yl)-7,8-dihydro-1,6-naphthyridin-6(5H)-yl)-4H-pyrimido[1,2-b]pyridazin-4-one CC=1N=C2N(N=C(C(=C2)C)N2CC=3C=C(C=NC3CC2)C=2C=NC(=CC2)C)C(C1C)=O